2-(4-ethylphenyl)phenol C(C)C1=CC=C(C=C1)C1=C(C=CC=C1)O